N-(4-(4-amino-5-(3-fluoro-4-((1-methyl-1H-pyrazol-3-yl)oxy)phenyl)pyrazolo[5,1-f][1,2,4]triazin-6-yl)phenyl)acrylamide NC1=NC=NN2C1=C(C(=N2)C2=CC=C(C=C2)NC(C=C)=O)C2=CC(=C(C=C2)OC2=NN(C=C2)C)F